(2S,4R)-4-fluoro-1-[2-(1-methyl-1H-pyrazol-4-yl)acetyl]-N-[(S)-phenyl[4-(propan-2-yl)phenyl]methyl]pyrrolidine-2-carboxamide ethyl-(Z)-4-(dimethylamino)-2-fluoro-but-2-enoate C(C)OC(/C(=C/CN(C)C)/F)=O.F[C@@H]1C[C@H](N(C1)C(CC=1C=NN(C1)C)=O)C(=O)N[C@H](C1=CC=C(C=C1)C(C)C)C1=CC=CC=C1